3-(4-Oxopyrimidin-1(4H)-yl)azetidine-1-carboxylic acid tert-butyl ester C(C)(C)(C)OC(=O)N1CC(C1)N1C=NC(C=C1)=O